Ethyl heptafluoro-n-propyl ether FC(C(F)(F)OCC)(C(F)(F)F)F